2-[2-(aminomethyl)-3,3-difluoro-allyl]-4-[6-(6-morpholino-3-pyridinyl)-2-pyridinyl]-1,2,4-triazol-3-one NCC(CN1N=CN(C1=O)C1=NC(=CC=C1)C=1C=NC(=CC1)N1CCOCC1)=C(F)F